3-(3-(4-(chloromethyl)phenyl)-5-methoxy-3H-imidazo[4,5-b]pyridin-2-yl)pyridin-2-amine ClCC1=CC=C(C=C1)N1C(=NC=2C1=NC(=CC2)OC)C=2C(=NC=CC2)N